C1(=CC=CC=C1)N1C[C@H]([C@@H](C1)C1=CC=CC=C1)C(=O)NC1=CC(=CC=C1)C=1C=NC=CC1 trans-1,4-Diphenyl-N-[3-(pyridin-3-yl)phenyl]pyrrolidine-3-carboxamide